tert-butyl 6-isopropyl-5-(7-methyl-[1,2,4]triazolo[1,5-a]pyridin-6-yl)-2-(1,4-dioxaspiro[4.5]dec-8-yl)-4H-pyrrolo[3,2-d]thiazole-4-carboxylate C(C)(C)C1=C(N(C2=C1N=C(S2)C2CCC1(OCCO1)CC2)C(=O)OC(C)(C)C)C=2C(=CC=1N(C2)N=CN1)C